(dimethylamino)-1-(2-hydroxy-4-(trifluoromethyl)phenyl)prop-2-en-1-one CN(C)C(C(=O)C1=C(C=C(C=C1)C(F)(F)F)O)=C